C(C)(C)(C)OC(=O)N1N2C(CNC1)=CCC=C2 2,3,4,6-tetrahydro-1H-pyrido[2,1-f][1,2,4]Triazine-1-carboxylic acid tert-butyl ester